3-(3,4-dihydro-2H-pyrrolo[3',2':5,6]Pyrido[2,3-b][1,4]Oxazepin-1(7H)-yl)picolinamide N1(C2=C(OCCC1)N=C1C(=C2)C=CN1)C=1C(=NC=CC1)C(=O)N